C(C)C1=C(C(=CC=C1)CC)N1C(=NC(C(=C1O)CC1=CC(=C(C=C1)C=1C(N(C=CC1)C)=O)F)=O)C=1SC=C(N1)C 1-(2,6-diethylphenyl)-5-{[3-fluoro-4-(1-methyl-2-oxo-1,2-dihydropyridin-3-yl)phenyl]methyl}-6-hydroxy-2-(4-methyl-1,3-thiazol-2-yl)-1,4-dihydropyrimidin-4-one